1-(6-(3-((7-chloro-1-methyl-6-(pyrazolo[1,5-a]pyrazin-3-yloxy)-1H-imidazo[4,5-b]pyridin-2-yl)amino)-5-(trifluoromethyl)-1H-pyrazol-1-yl)-2-azaspiro[3.3]heptan-2-yl)ethan-1-one ClC1=C2C(=NC=C1OC=1C=NN3C1C=NC=C3)N=C(N2C)NC2=NN(C(=C2)C(F)(F)F)C2CC3(CN(C3)C(C)=O)C2